C1(CC1)C1=NC=C(C(=N1)C1=NOC[C@H](N1)CC1=C(C=C(C=C1)C)C)OC1=CC(=CC=C1)C(F)(F)F |r| (5RS)-3-{2-cyclopropyl-5-[3-(trifluoro-methyl)phenoxy]pyrimidin-4-yl}-5-(2,4-dimethylbenzyl)-5,6-dihydro-4H-1,2,4-oxadiazine